C(C)(CC)OC(C)=O sec-butylacetate